(1S,1'S)-(-)-(2,7-di-tert-butyl-9,9-dimethyl-9H-xanthen-4,5-diyl)bis((dibenzo[b,d]-furan-4-yl)(phenyl)phosphine) C(C)(C)(C)C1=CC=2C(C3=CC(=CC(=C3OC2C(=C1)P(C1=CC=CC=C1)C1=CC=CC2=C1OC1=C2C=CC=C1)P(C1=CC=CC=C1)C1=CC=CC2=C1OC1=C2C=CC=C1)C(C)(C)C)(C)C